N1=CC=2C=3C(=CC=CC(C13)=O)C=CC2 Azabenzo[cd]azulen-9-one